2-(difluoromethoxy)-4-fluoro-1-nitrobenzene FC(OC1=C(C=CC(=C1)F)[N+](=O)[O-])F